C1(=CC=CC=C1)[C@@]12CCN(C[C@H]2C1)C(=O)C1CC2(C1)NC(OC2)=O (2s,4r)-2-((1s,6r)-6-phenyl-3-azabicyclo[4.1.0]heptane-3-carbonyl)-7-oxa-5-azaspiro[3.4]octan-6-one